COC(=O)C=1C=NC(=CC1)COC=1SC(=NN1)NC(=O)C=1C=NC(=CC1C1=C(C=CC=C1)OC)C 6-(((5-(4-(2-methoxyphenyl)-6-methylpyridin-3-carboxamido)-1,3,4-thiadiazol-2-yl)oxy)methyl)pyridine-3-carboxylic acid methyl ester